CC1(C(OC1)CO)C=C 3-methyl-3-vinylmethyloloxetane